3-(methylsulfonyl)benzofuran-5-carboxamide CS(=O)(=O)C1=COC2=C1C=C(C=C2)C(=O)N